4,4'-[1,4-phenylenebis(1-methyl-ethylene)]Bis-aniline C1(=CC=C(C=C1)C(CC1=CC=C(N)C=C1)C)C(CC1=CC=C(N)C=C1)C